FC1=C(C=CC=C1F)CN1C(CCC1=O)CC(=O)OCCOC1=CC=C(C=C1)F 2-(4-fluorophenoxy)ethyl 2-[1-[(2,3-difluorophenyl)methyl]-5-oxopyrrolidin-2-yl]acetat